2-benzyl-7-methyl-3H,6H,7H,8H,9H-imidazo[4,5-f]quinoline-6-carboxylate C(C1=CC=CC=C1)C=1NC=2C(=C3CCC(N(C3=CC2)C(=O)[O-])C)N1